1-(5-(3-aminoprop-1-yn-1-yl)benzofuran-3-yl)dihydropyrimidine-2,4(1H,3H)-dione NCC#CC=1C=CC2=C(C(=CO2)N2C(NC(CC2)=O)=O)C1